FC(COC(C(=O)N(C)[C@H](C)C1=CC=C(C=C1)F)=O)(F)F.FC1=CC=C(C=C1)[C@@H](C)N(C(C(=O)N)=O)C (R)-N1-(1-(4-fluorophenyl)ethyl)-N1-methyloxalamide (R)-2,2,2-trifluoroethyl-2-((1-(4-fluorophenyl)ethyl)(methyl)amino)-2-oxoacetate